(biphenyl-4-yl)-(1,1':2',1''-terphenyl-4'-yl)-(9,9'-spirobi[fluoren]-2-yl)amine C1(=CC=C(C=C1)N(C1=CC=2C3(C4=CC=CC=C4C2C=C1)C1=CC=CC=C1C=1C=CC=CC13)C=1C=C(C(=CC1)C1=CC=CC=C1)C1=CC=CC=C1)C1=CC=CC=C1